C1(=CC=CC=C1)C1=C(C(=NN=N1)C=1[Se]C2=C(C1C1=CC=CC=C1)C=CC=C2)C2=NC1=C(C(=C2C)C)C=2C=CC=CC2C1 phenyl(dimethylindenopyridinyl)(phenylbenzselenophenyl)triazine